BrC=1C=C(C=CC1C)NC(C1=C(N=C(C=C1)NC(CO)(C)C)N1CCC2(CC2)CC1)=O N-(3-bromo-4-methylphenyl)-6-((1-hydroxy-2-methylpropan-2-yl)amino)-2-(6-azaspiro[2.5]octan-6-yl)nicotinamide